26Z-heptadecenal C(C=CCCCCCCCCCCCCCC)=O